methyl (2R)-2-amino-3-(3-chloro-4-pyridyl)propanoate N[C@@H](C(=O)OC)CC1=C(C=NC=C1)Cl